8-(4-(methoxy)phenyl)-N-(3-(4-morpholinyl)phenyl)quinazolin-2-amine COC1=CC=C(C=C1)C=1C=CC=C2C=NC(=NC12)NC1=CC(=CC=C1)N1CCOCC1